2-(4-Bromo-2-fluorobenzoyl)cyclohexanecarboxylic acid BrC1=CC(=C(C(=O)C2C(CCCC2)C(=O)O)C=C1)F